ethyl trans-4-hydroxycyclohexaneformate O[C@@H]1CC[C@H](CC1)C(=O)OCC